CC1(CCC=2C(=NNC2C1)C=1NC2=CC(=CC=C2C1)C(=O)N1CCC(CC1)CN1CCN(CC1)C1=CC=C(C=C1)C1C(NC(CC1)=O)=O)C 3-(4-(4-((1-(2-(6,6-dimethyl-4,5,6,7-tetrahydro-1H-indazol-3-yl)-1H-indole-6-carbonyl)piperidin-4-yl)methyl)piperazin-1-yl)phenyl)piperidine-2,6-dione